N-[3-chloro-4-[4-(piperidine-4-carbonyl)piperazine-1-carbonyl]phenyl]-1-methyl-5-[1-pyrimidin-2-yl-3-(trifluoromethyl)pyrazol-4-yl]imidazole-2-carboxamide ClC=1C=C(C=CC1C(=O)N1CCN(CC1)C(=O)C1CCNCC1)NC(=O)C=1N(C(=CN1)C=1C(=NN(C1)C1=NC=CC=N1)C(F)(F)F)C